C1(CC1)N(CCC(C(=O)O)NC(C(CC)C)=O)CCCCC1=NC=2NCCCC2C=C1 4-[cyclopropyl-[4-(5,6,7,8-tetrahydro-1,8-naphthyridin-2-yl)butyl]amino]-2-[[2-methylbutanoyl]amino]butanoic acid